acrylamide methanesulfonate hydrate O.CS(=O)(=O)O.C(C=C)(=O)N